N1(CCC1)C1NN2C(CCOC3CCNCC3C3NCCC(NC4NCC1C2C4)N3)C 20-(azetidin-1-yl)-17-methyl-14-oxa-2,6,10,18,19,23,26-heptaazapentacyclo[16.5.2.13,7.08,13.021,25]hexacosan